C(C)(=O)N1C[C@@H](CC1)NC([C@H](CCC(=O)OC)NC(=O)OC(C)(C)C)=O methyl (S)-5-(((R)-1-acetylpyrrolidin-3-yl)amino)-4-((tert-butoxycarbonyl)amino)-5-oxopentanoate